[W+4].C1(=CC=CC=C1)[O-].C1(=CC=CC=C1)[O-].C1(=CC=CC=C1)[O-].C1(=CC=CC=C1)[O-] tetraphenolate tungsten